SCCC(=O)OCC(C)OC(CCS)=O propylene glycol bis(3-mercaptopropionate)